7-oxo-4-thia-1-azabicyclo[3.2.0]hept-2-ene-2-carboxylic acid O=C1CC2SC=C(N12)C(=O)O